4-(tert-Butoxycarbonylamino-methyl)-6-hydroxymethyl-pyridine-2-carboxylic acid methyl ester COC(=O)C1=NC(=CC(=C1)CNC(=O)OC(C)(C)C)CO